ONC(=O)C1=CC2=C(OCC(N2CC=2N=C3N(C(C2)=O)C(=CC=C3)C)=O)C=C1 N-hydroxy-4-((6-methyl-4-oxo-4H-pyrido[1,2-a]pyrimidin-2-yl)methyl)-3-oxo-3,4-dihydro-2H-benzo[b][1,4]oxazine-6-carboxamide